N-(4-((6-methyl-2-(pyrrolidin-1-yl)pyrimidin-4-yl)amino)phenyl)-1H-indole-3-carboxamide CC1=CC(=NC(=N1)N1CCCC1)NC1=CC=C(C=C1)NC(=O)C1=CNC2=CC=CC=C12